BrC1=NC(=CC=C1C(=O)O)SCC(=O)O 2-bromo-6-(carboxymethyl-sulfanyl)pyridine-3-carboxylic acid